BrC=1C=C2C(=C(NC2=CC1)C1=CC=CC=C1)C/1OC2=CC=CC=C2C(\C1=C/NC(C)(C)C)=O (Z)-2-(5-bromo-2-phenyl-1H-indol-3-yl)-3-((tert-butylamino)methylene)chroman-4-one